(2S)-2-[(3-hydroxy-4-methoxy-pyridine-2-carbonyl)amino]propanoic acid [(1S)-1-[1-(1-naphthyl) cyclopropyl] ethyl] ester C1(=CC=CC2=CC=CC=C12)C1(CC1)[C@H](C)OC([C@H](C)NC(=O)C1=NC=CC(=C1O)OC)=O